methyl 4-{3-[(tert-butoxycarbonyl)(cyclopropyl)amino]pyrrolidin-1-yl}-2-ethyl-6-fluoroindazole-7-carboxylate C(C)(C)(C)OC(=O)N(C1CN(CC1)C=1C2=CN(N=C2C(=C(C1)F)C(=O)OC)CC)C1CC1